p-tert-butyl-alpha-methylcinnamic acid sodium salt [Na+].C(C)(C)(C)C1=CC=C(C=C(C(=O)[O-])C)C=C1